4-((1R,2R,3aS,8bS)-2-hydroxy-1-((3S,4S,E)-3-hydroxy-4-methyloct-1-en-6-yn-1-yl)-2,3,3a,8b-tetrahydro-1H-cyclopenta[b]benzofuran-5-yl)butanoic acid O[C@H]1[C@@H]([C@@H]2[C@@H](OC3=C2C=CC=C3CCCC(=O)O)C1)\C=C\[C@H]([C@H](CC#CC)C)O